FC1=C(C(=C(C(=C1[B-](C1=C(C(=C(C(=C1F)F)F)F)F)(C1=C(C(=C(C(=C1F)F)F)F)F)C1=C(C(=C(C(=C1F)F)F)F)F)F)F)F)F.C(CCCCCCCCCCCCCCCCC)N(C)CCCCCCCCCCCCCCCCCC dioctadecylmethylamine tetra(pentafluorophenyl)borate